((3-(2-fluorophenyl)-5-methyl-5,6-dihydropyrrolo[3,4-c]pyrazol-2(4H)-yl)methyl)-2'-hydroxy-[1,1'-biphenyl]-3-carboxylic acid FC1=C(C=CC=C1)C1=C2C(=NN1CC1=C(C=CC=C1C(=O)O)C1=C(C=CC=C1)O)CN(C2)C